O=C1NC(CCC1C1=CC(=C(C(=C1)F)N1CCC(CC1)CN1CCC2(CC(C2)NC(C2=CC(=CC=C2)OC)=O)CC1)F)=O N-(7-((1-(4-(2,6-dioxopiperidin-3-yl)-2,6-difluorophenyl)piperidin-4-yl)methyl)-7-azaspiro[3.5]non-2-yl)-3-methoxybenzamide